(E)-4-Fluoro-2-isopropyl-5-[2-(thien-2-yl)vinyl]benzene-1,3-diol FC1=C(C(=C(C=C1\C=C\C=1SC=CC1)O)C(C)C)O